S1C=CC=C1.B(O)(O)O borate-thiophene